(E)-1-(2,6-dimethoxy-4-(2-(2-methylbiphenyl-3-yl)vinyl)benzyl)-3-hydroxypiperidine-2-carboxylic acid methyl ester COC(=O)C1N(CCCC1O)CC1=C(C=C(C=C1OC)\C=C\C=1C(=C(C=CC1)C1=CC=CC=C1)C)OC